FC1CC(C1)N1N=CC(=C1)S(=O)(=O)N 1-(3-fluorocyclobutyl)pyrazole-4-sulfonamide